C(#N)CC1(CC1)N(C(OC(C)(C)C)=O)CC(C1=CC=CC=C1)=O tert-butyl N-[1-(cyanomethyl)cyclopropyl]-N-(2-oxo-2-phenylethyl)carbamate